6-Chlorohexyl 2,3,4-tri-O-acetyl-β-D-xylopyranoside C(C)(=O)O[C@H]1[C@H](OCCCCCCCl)OC[C@H]([C@@H]1OC(C)=O)OC(C)=O